CN1N(C(C(=C1C)N1C(SCC1=O)C1=CC=C(C=C1)OC)=O)C1=CC=CC=C1 3-(1,5-Dimethyl-3-oxo-2-phenyl-2,3-dihydro-1H-pyrazol-4-yl)-2-(4-methoxyphenyl)thiazolidin-4-one